4-((2-hydroxyethyl)(methyl)amino)-2-methoxybenzaldehyde OCCN(C1=CC(=C(C=O)C=C1)OC)C